cyclohexane-1,2-dicarboxylic acid di-n-tridecyl ester C(CCCCCCCCCCCC)OC(=O)C1C(CCCC1)C(=O)OCCCCCCCCCCCCC